C(N)(=O)C1=CC(=C(C=C1)C=1C=C(C=NC1)CN1[C@H](COCC1)C(=O)N[C@@H](C)C1=CC=C(C(=O)OC)C=C1)C methyl 4-[(1S)-1-[[(3R)-4-[[5-(4-carbamoyl-2-methyl-phenyl)-3-pyridyl]methyl]morpholine-3-carbonyl]amino]ethyl]benzoate